2-(6-{[(3R,4S)-3-fluoro-2,2,6,6-tetramethylpiperidin-4-yl]oxy}pyridazin-3-yl)-5-(2-methyl[1,2,4]triazolo[1,5-a]pyridin-6-yl)pyridin-3-ol F[C@@H]1C(NC(C[C@@H]1OC1=CC=C(N=N1)C1=NC=C(C=C1O)C=1C=CC=2N(C1)N=C(N2)C)(C)C)(C)C